N-(2-((1S,4S)-2,5-diazabicyclo[2.2.1]hept-2-yl)-5-fluoro-4-(1-methyl-6-oxo-1,6-dihydropyridin-3-yl)phenyl)-2-(2-fluoro-6-methoxyphenyl)pyrimidine-4-carboxamide [C@@H]12N(C[C@@H](NC1)C2)C2=C(C=C(C(=C2)C2=CN(C(C=C2)=O)C)F)NC(=O)C2=NC(=NC=C2)C2=C(C=CC=C2OC)F